5-(2-((2,3-dihydro-1H-inden-2-yl)amino)pyrimidin-5-yl)-2-(2-oxo-2-(1,4,6,7-tetrahydro-5H-[1,2,3]triazolo[4,5-c]pyridin-5-yl)ethyl)oxazole-4-carbonitrile C1C(CC2=CC=CC=C12)NC1=NC=C(C=N1)C1=C(N=C(O1)CC(N1CC2=C(CC1)NN=N2)=O)C#N